dichloro-[(2-isopropoxyphenyl)methylene]-(tricyclohexyl-lambda{5}-phosphino)ruthenium Cl[Ru](P(C1CCCCC1)(C1CCCCC1)C1CCCCC1)(=CC1=C(C=CC=C1)OC(C)C)Cl